C1=COC(=O)C1N Aminofuranone